3-((1r,2r)-1-(4-bromophenyl)-2-((2-chlorophenyl)amino)-5-oxocyclopent-3-en-1-yl)-2,2-difluoropropionic acid ethyl ester C(C)OC(C(C[C@]1([C@@H](C=CC1=O)NC1=C(C=CC=C1)Cl)C1=CC=C(C=C1)Br)(F)F)=O